4-bromo-N1-(2,6-dibenzyloxy-3-pyridinyl)benzene-1,2-diamine BrC=1C=C(C(=CC1)NC=1C(=NC(=CC1)OCC1=CC=CC=C1)OCC1=CC=CC=C1)N